COS(=O)(=O)O.C(C)N ethylamine methyl-sulfate